(RS)-tert-butyl 6-(4-(1H-pyrazol-1-yl)phenyl)-2,2-difluoro-7-azaspiro[3.5]nonane-7-carboxylate N1(N=CC=C1)C1=CC=C(C=C1)[C@H]1CC2(CC(C2)(F)F)CCN1C(=O)OC(C)(C)C |r|